5-(4-cyclohexylphenyl)-3-[3-(fluoromethyl)azetidine-1-carbonyl]-2-[morpholin-2-yl]-4H-pyrazolo[1,5-a]pyrimidin-7-one C1(CCCCC1)C1=CC=C(C=C1)C=1NC=2N(C(C1)=O)N=C(C2C(=O)N2CC(C2)CF)C2CNCCO2